5,5-dimethyl-isoxazolidine-3-thione CC1(CC(NO1)=S)C